FC1=CC(=C(C(=C1)C(C)C)NC(=O)N=S(=O)(N)C1=CN=C2N1CCC2)C(C)C N'-((4-fluoro-2,6-diisopropylphenyl)carbamoyl)-6,7-dihydro-5H-pyrrolo[1,2-a]imidazole-3-sulfonimidamide